CC=1C(=C(C=2C=CC3=CC=CC=C3C2C1)C=1C(=C(C=2C=CC3=CC=CC=C3C2C1)C1=C(C=CC=C1)C1=CC=CC=C1)C)C (dimethylphenanthreneyl(methylphenanthrenyl))biphenyl